C(C(C)C)N(\N=C\C1=CC(=C(C=C1)B(O)O)OC)C1=NC=NC2=C(C=CC=C12)OC [4-[(E)-[isobutyl-(8-methoxyquinazolin-4-yl)hydrazono]methyl]-2-methoxy-phenyl]boronic acid